1,2,3,4-tetrahydrocyclopenta[b]indol-3-amine C1CC(C=2NC=3C=CC=CC3C21)N